γ-trimethoxysilyldodecyl-butyl-tin oxide CO[Si](C(CC[Sn](CCCC)=O)CCCCCCCCC)(OC)OC